(1S,2S)-2-(5-chloro-2-cyanophenyl)-N-(4-(((6-cyclopropyl-imidazo[1,2-a]pyridin-2-yl)methyl)amino)pyridin-2-yl)cyclopropane-1-carboxamide ClC=1C=CC(=C(C1)[C@@H]1[C@H](C1)C(=O)NC1=NC=CC(=C1)NCC=1N=C2N(C=C(C=C2)C2CC2)C1)C#N